2,2'-{[3,3',5,5'-tetra(phenanthren-9-yl)[1,1'-biphenyl]-2,2'-diyl]bis(oxy)}di(ethan-1-ol) C1=CC=CC=2C3=CC=CC=C3C(=CC12)C=1C(=C(C=C(C1)C=1C2=CC=CC=C2C=2C=CC=CC2C1)C1=C(C(=CC(=C1)C=1C2=CC=CC=C2C=2C=CC=CC2C1)C=1C2=CC=CC=C2C=2C=CC=CC2C1)OCCO)OCCO